(S)-3-(3-(2-(2-methylazetidin-1-yl)-6,7-dihydro-5H-cyclopenta[d]pyrimidin-4-yl)phenyl)-1,2,4-oxadiazol-5(4H)-one C[C@@H]1N(CC1)C=1N=C(C2=C(N1)CCC2)C=2C=C(C=CC2)C2=NOC(N2)=O